C(C)(C)(C)NC1CN(CC1)C1=CN=NC2=C(C=CC=C12)C(=O)NC=1C=C(C=2N(C1)C=C(N2)C)F 4-[3-(tert-butylamino)pyrrolidin-1-yl]-N-[8-fluoro-2-methylimidazo[1,2-a]pyridin-6-yl]cinnoline-8-carboxamide